4-Pyridyl 3-deoxy-3-[4-(3,4,5-trifluorophenyl)-1H-1,2,3-triazol-1-yl]-1-thio-α-D-galactopyranoside FC=1C=C(C=C(C1F)F)C=1N=NN(C1)[C@@H]1[C@H]([C@@H](SC2=CC=NC=C2)O[C@@H]([C@@H]1O)CO)O